BrC1=CC=C2C(C(N(C2=C1)CC1CN(C1)C1=CSC=C1)=O)(C)C 6-bromo-3,3-dimethyl-1-((1-(thiophen-3-yl)azetidin-3-yl)methyl)indolin-2-one